5-(2-{5-[(3R,5R)-3-amino-5-fluoropiperidine-1-carbonyl]-7-methoxy-1-methyl-1H-1,3-benzodiazol-2-yl}-1-(cyclopropylmethyl)-1H-pyrrolo[2,3-b]pyridin-6-yl)pyridine-2-carboxamide N[C@H]1CN(C[C@@H](C1)F)C(=O)C1=CC2=C(N(C(=N2)C2=CC=3C(=NC(=CC3)C=3C=CC(=NC3)C(=O)N)N2CC2CC2)C)C(=C1)OC